3-isopropoxybenzoic acid allyl ester C(C=C)OC(C1=CC(=CC=C1)OC(C)C)=O